C(C)OC(CC(C)(OOC(C)(C)C)OOC(C)(C)C)=O ethyl-3,3-bis(t-butylperoxy)-butyrate